nicotinic acid [1-(4-fluoro-phenyl)-5-hydroxy-3-methyl-1H-pyrazole-4-ylmethylene]-hydrazide FC1=CC=C(C=C1)N1N=C(C(=C1O)C=NNC(C1=CN=CC=C1)=O)C